CC1=CC(=NN1)C=1C(=NC(=NC1)N)N (5-methyl-1H-pyrazol-3-yl)pyrimidine-2,4-diamine